CN1C(=CC(=C1)NC(=O)C=1NC=C(C1)[N+](=O)[O-])C(=O)NCCN1CCOCC1 1-methyl-N-(2-morpholinoethyl)-4-(4-nitro-1H-pyrrole-2-carboxamido)-1H-pyrrole-2-carboxamide